C(#N)C=1C=NN2C1C(=CC(=C2)C=2C=NN(C2)[C@H]2CN(CCC2)C(=O)OC(C)(C)C)SC2=NC=CC=C2 t-Butyl (3R)-3-[4-[3-cyano-4-(2-pyridylsulfanyl)pyrazolo[1,5-a]pyridin-6-yl]pyrazol-1-yl]piperidine-1-carboxylate